C(C)NC1CCN(CC1)C=1C2=CN(N=C2C(=C(C1)F)C(=O)NC=1C(=C(C=2N(C1)C=C(N2)C)F)OC)C 4-[4-(ethylamino)piperidin-1-yl]-6-fluoro-N-{8-fluoro-7-methoxy-2-methylimidazo[1,2-a]pyridin-6-yl}-2-methylindazole-7-carboxamide